2,5-difluoro-4-(3-oxoazetidin-1-yl)-N-[(1S)-2,2,2-trifluoro-1-methylethyl]benzamide FC1=C(C(=O)N[C@H](C(F)(F)F)C)C=C(C(=C1)N1CC(C1)=O)F